[3-[4-(4-chloro-2-mesyl-phenyl)phenyl]azetidin-1-yl]-[6-(1H-1,2,4-triazol-5-yl)-2-azaspiro[3.3]heptan-2-yl]methanone ClC1=CC(=C(C=C1)C1=CC=C(C=C1)C1CN(C1)C(=O)N1CC2(C1)CC(C2)C2=NC=NN2)S(=O)(=O)C